C(C)(C)(C)C1=C(C(=CC(=C1)CN(C)C)C(C)(C)C)O 2,6-di-tert-butyl-4-(N,N'-dimethyl-aminomethyl)phenol